S1C(=NC2=C1C=CC=C2)NC2=C(C=C(N=N2)N(C=2SC(=C(N2)C(=O)O)CCCOC2=C(C=C(C=C2)C#CCN(C)C)F)CCC(CO)O)C 2-[[6-(1,3-benzothiazol-2-ylamino)-5-methylpyridazin-3-yl]-(3,4-dihydroxybutyl)amino]-5-[3-[4-[3-(dimethylamino)prop-1-ynyl]-2-fluoro-phenoxy]propyl]thiazole-4-carboxylic acid